CC1=NC=CC=C1C1=NN=C(O1)C(=O)N1[C@H](C2=C(CC1)NC=N2)C2=NN1C(C=CC=C1)=C2 (R)-(5-(2-methylpyridin-3-yl)-1,3,4-oxadiazol-2-yl)(4-(pyrazolo[1,5-a]pyridin-2-yl)-6,7-dihydro-1H-imidazo[4,5-c]pyridin-5(4H)-yl)methanone